CN([C@H](C(=O)NC=1C=C2CC(CC2=C(C1)F)C=O)C)C (2S)-2-(Dimethylamino)-N-(7-fluoro-2-formyl-indan-5-yl)propanamide